(S)-2-(2-2-methoxyacetyl-6-(3-methyl-1H-pyrrolo[2,3-b]pyridin-5-yl)-1,2,3,4-tetrahydroisoquinolin-8-yl)pyrrolidine-1-carboxylic acid tert-butyl ester C(C)(C)(C)OC(=O)N1[C@@H](CCC1)C=1C=C(C=C2CCN(CC12)C(COC)=O)C=1C=C2C(=NC1)NC=C2C